Cl.N1CCC(CC1)C(=O)OCN1C(C(CCC1=O)N1N=NC2=C(C1=O)C(=CC=C2)N)=O (3-(5-amino-4-oxobenzo[d][1,2,3]triazin-3(4H)-yl)-2,6-dioxopiperidin-1-yl)methyl piperidin-4-carboxylate hydrochloride